[F-].[F-].C=CCC butene difluoride